ethyl 2-benzyl-7-(3,5-dimethylphenyl)-3-oxo-2-azabicyclo[4.1.0]hept-4-ene-7-carboxylate C(C1=CC=CC=C1)N1C2C(C2C=CC1=O)(C(=O)OCC)C1=CC(=CC(=C1)C)C